(2S)-2-[4-bromo-2-(4-butoxy-4,5-dihydroisoxazol-3-yl)phenoxy]-3-methylbutanoic acid tert-butyl ester C(C)(C)(C)OC([C@H](C(C)C)OC1=C(C=C(C=C1)Br)C1=NOCC1OCCCC)=O